Ethyl 4-(3-(4-(4-(3-aminopropanamido)-1-methyl-1H-imidazole-2-carboxamido)-1-methyl-1H-pyrrole-2-carboxamido)propanamido)-1-methyl-1H-imidazole-2-carboxylate NCCC(=O)NC=1N=C(N(C1)C)C(=O)NC=1C=C(N(C1)C)C(=O)NCCC(=O)NC=1N=C(N(C1)C)C(=O)OCC